ethyl-N2-[4-(2-oxo-3,6-dihydro-2H-1,3,4-oxadiazin-5-yl)-2-(trifluoromethyl)phenyl]glycinamide C(C)N(CC(=O)N)C1=C(C=C(C=C1)C1=NNC(OC1)=O)C(F)(F)F